(S)-benzyl 2-(tert-butoxycarbonylamino)-3-(3-((R)-2,3-dihydro-1H-inden-1-yl)ureido)propanoate C(C)(C)(C)OC(=O)N[C@H](C(=O)OCC1=CC=CC=C1)CNC(=O)N[C@@H]1CCC2=CC=CC=C12